2-(2-Chlorophenyl)-2-methylpropanoic acid methyl ester COC(C(C)(C)C1=C(C=CC=C1)Cl)=O